Cyclohexane Dimethanoate C(=O)O.C(=O)O.C1CCCCC1